FC(C(=O)O)(F)F.O=P1(OCCCO1)N1CCC(CC1)N 2-oxo-2-(4-aminopiperidin-1-yl)-1,3,2-dioxaphosphorinane trifluoroacetate